4-(3-(4-methoxyphenyl)-1-((2-(trimethylsilyl)ethoxy)methyl)-1H-pyrazolo[3,4-b]pyridin-5-yl)aniline COC1=CC=C(C=C1)C1=NN(C2=NC=C(C=C21)C2=CC=C(N)C=C2)COCC[Si](C)(C)C